1-phenylsulfonyl-3,4-dibenzyloxy-D-arabinopyranose C1(=CC=CC=C1)S(=O)(=O)C1(O)[C@@H](O)[C@](O)([C@](O)(CO1)OCC1=CC=CC=C1)OCC1=CC=CC=C1